2-nitro-1,3-bis(acryloyloxymethylene)benzene [N+](=O)([O-])C1C(C=CCC1=COC(C=C)=O)=COC(C=C)=O